CC1=NC(=CC=C1NC(OC(C)(C)C)=O)C1=C(C(=NO1)C)COC(=O)OCC1=CC=C(C=C1)[N+](=O)[O-] tert-butyl (2-methyl-6-(3-methyl-4-(((((4-nitrobenzyl)oxy)carbonyl)oxy)methyl)isoxazol-5-yl)pyridin-3-yl)carbamate